C1(CC1)[C@H](C)N1C(C2=C(C=C(C=C2C1)C1=C(N=C(S1)NC1COC1)C)P(=O)(C)C)=O (S)-2-(1-Cyclopropylethyl)-7-(dimethylphosphoryl)-5-(4-methyl-2-(oxetan-3-ylamino)thiazol-5-yl)isoindolin-1-one